FC(C)(F)C1=NC=CC(=N1)NC1=CC(=NC=C1C1=NC=C(N=C1)N1CCOCC1)NC(C)=O N-(4-((2-(1,1-difluoroethyl)pyrimidin-4-yl)amino)-5-(5-morpholinopyrazin-2-yl)pyridin-2-yl)acetamide